NC1=NC=2C=C(C(=CC2C2=C1COC2)C(=O)N(C)[C@H](C)C2=NC=C(C=C2)F)Cl 4-amino-7-chloro-N-((1R)-1-(5-fluoro-2-pyridinyl)ethyl)-N-methyl-1,3-dihydrofuro[3,4-c]quinoline-8-carboxamide